ClC1=C(C=CC(=C1)C(F)(F)F)C(C(=O)N)N1C=2N(C(C(=C1CC)N1CCNCC1)=O)N=C(N2)N2CC(C2)S(=O)(=O)C (2-chloro-4-(trifluoromethyl)phenyl)-2-(5-ethyl-2-(3-(methylsulfonyl)azetidin-1-yl)-7-oxo-6-(piperazin-1-yl)-[1,2,4]triazolo[1,5-a]pyrimidin-4(7H)-yl)acetamide